[4-(Oxetan-3-yl)piperazin-1-yl]pent-2-enenitrile O1CC(C1)N1CCN(CC1)C(C#N)=CCC